5-(1H-imidazol-4-yl)-1-(3-methoxypropyl)-3-methyl-1H-pyrazole N1C=NC(=C1)C1=CC(=NN1CCCOC)C